(S)-N-(5-(2-aminothiazolo[5,4-b]pyridin-5-yl)-2-methylphenyl)-3-phenylisoxazolidine NC=1SC2=NC(=CC=C2N1)C=1C=CC(=C(C1)N1OCC[C@H]1C1=CC=CC=C1)C